ClC1=CC=CC2=C1NCC1=C(N2C)C=CC=C1 9-chloro-5-methyl-5,10-dihydro-11H-dibenzo[b,e][1,4]diazepin